OC1=C(C(/C=C/C2=CC=C(C=C2)[N+](=O)[O-])=O)C(=CC=C1)OC 2'-Hydroxy-4-nitro-6'-methoxychalcone